C(OC1=CC=C(C=C1)C(C)(C)C)(OC1=CC=C(C=C1)C(C)(C)C)=O di(4-tert-butylphenyl) carbonate